FC1=CC=C(C=C1)C1=C([C@H]([C@@H]1C=1OC2=C(N1)C=CC=C2)C2=CC=C(C=C2)F)C=2OC1=C(N2)C=CC=C1 Trans-2,2'-(2,4-bis(4-fluorophenyl)cyclobutene-1,3-diyl)bis(benzo[d]oxazole)